6-bromo-1-(2-((trimethylsilyl)oxy)ethyl)-1H-indole-3-carboxylic acid BrC1=CC=C2C(=CN(C2=C1)CCO[Si](C)(C)C)C(=O)O